4H-imidazo[4,5,1-ij]quinolin-2(1H)-one N1C(N2CC=CC3=CC=CC1=C23)=O